Cl[Si](CCCCCCCCCCC(=O)[O-])(C)C 11-(chlorodimethylsilyl)undecanoate